(1r,3r)-3-((5-([1,2,4]triazolo[1,5-a]pyridin-7-yl)-4-methoxy-7H-pyrrolo[2,3-d]pyrimidin-2-yl)amino)-1-methylcyclobutan-1-ol N=1C=NN2C1C=C(C=C2)C2=CNC=1N=C(N=C(C12)OC)NC1CC(C1)(O)C